1-(4-chloropyrimidin-2-yl)-4-oxido-1,4-azaphosphinal ClC1=NC(=NC=C1)N1C(=CP(C=C1)=O)C=O